(S)-1-(5-(2-hydroxy-4-(trifluoromethyl)phenyl)-2-(trifluoromethyl)pyrido[2,3-d]pyridazin-8-yl)-3-methylpyrrolidin-3-ol OC1=C(C=CC(=C1)C(F)(F)F)C1=C2C(=C(N=N1)N1C[C@](CC1)(O)C)N=C(C=C2)C(F)(F)F